C(C)OP(=O)(OCC)C=1C(=C(C=CC1)S(=O)(=O)OC)[N+](=O)[O-] methyl (diethoxyphosphoryl)2-nitrobenzenesulfonate